C[Si]1(O[Si](O[Si](O1)(C)C=C)(C)C=C)C=C 1,3,5-Trivinyl-1,3,5-trimethylcyclotrisiloxane